2-ethoxyethyl 2,2-dimethylpentanoate CC(C(=O)OCCOCC)(CCC)C